ClC=1C=C2CCCN(C2=CC1)[C@@H]1C[C@H](C1)NC(OC(C)(C)C)=O trans-tert-butyl (3-(6-chloro-3,4-dihydroquinolin-1(2H)-yl)cyclobutyl)carbamate